peroxycitrate C(CC(O)(C(=O)[O-])CC(=O)[O-])(=O)O[O-]